3-methoxy-N-methyl-4-((3-(4-(piperidin-4-ylamino)-1-(2,2,2-trifluoroethyl)-1H-indol-2-yl)prop-2-yn-1-yl)amino)benzamide COC=1C=C(C(=O)NC)C=CC1NCC#CC=1N(C2=CC=CC(=C2C1)NC1CCNCC1)CC(F)(F)F